OB1OC2=C(C3C1C3)C=CC(=C2C(=O)O)OC2CN(C2)CC2=NNC=N2 2-hydroxy-5-({1-[(1H-1,2,4-triazol-3-yl)methyl]azetidin-3-yl}oxy)-1,1a,2,7b-tetrahydrocyclopropa[c][1,2]benzoxaborinine-4-carboxylic acid